(E)-1-(2-(4-(hydroxymethyl)piperidin-1-yl)-4-methoxyphenyl)-4,4-dimethylpent-2-en-1-one OCC1CCN(CC1)C1=C(C=CC(=C1)OC)C(\C=C\C(C)(C)C)=O